BrC=1C=CC2=C(C(=C(O2)CCC)COC2=C(C=CC=C2)CC(=O)OCC)C1 ethyl 2-(2-((5-bromo-2-propylbenzofuran-3-yl)methoxy)phenyl)acetate